2,4'-trihydroxybenzophenone C1=CC(=CC=C1C(=O)C2=C(C=C(C=C2)O)O)O